N1=C(C=NC=C1)[C@@H]1CC[C@H]2OC3(C(N21)=O)CC(C3)OCB3OC(C(O3)(C)C)(C)C (1r,3R,5'S,7a'R)-5'-(pyrazin-2-yl)-3-((4,4,5,5-tetramethyl-1,3,2-dioxaborolan-2-yl)methoxy)tetrahydro-3'H-spiro[cyclobutane-1,2'-pyrrolo[2,1-b]oxazol]-3'-one